O1N=CC=[C]1 5λ3-isoxazole